ClC1=CC=C(NC2=C(C(=NC(=N2)S(=O)(=O)C)N2CCC(CC2)(C(=O)N)C)[N+](=O)[O-])C=C1 1-[6-(4-Chloroanilino)-2-methylsulfonyl-5-nitro-pyrimidin-4-yl]-4-methyl-piperidine-4-carboxamide